CC(C)(C#CC(C)(O)C)O 2,5-dimethyl-2,5-dihydroxy-3-hexyne